(S)-6-chloro-N-(1-cyclopropyl-2,2,2-trifluoroethyl)-8-methylimidazo[1,2-b]Pyridazine-3-carboxamide ClC=1C=C(C=2N(N1)C(=CN2)C(=O)N[C@H](C(F)(F)F)C2CC2)C